BrC1=C(C=CC(=C1)Cl)N1N=CC=C1 1-(2-bromo-4-chlorophenyl)-1H-pyrazole